(S)-N1-(7-((3,5-difluorophenyl)ethynyl)-5-methyl-4-oxo-2,3,4,5-tetrahydrobenzo[b][1,4]oxazepin-3-yl)-N2-phenethyloxalamide FC=1C=C(C=C(C1)F)C#CC1=CC2=C(OC[C@@H](C(N2C)=O)NC(C(=O)NCCC2=CC=CC=C2)=O)C=C1